(3-methoxy-3-oxo-propyl) 2-[2-chloro-5-(3,5-dichloro-2-pyridyl)-4-fluoro-phenyl]sulfanylpropanoate ClC1=C(C=C(C(=C1)F)C1=NC=C(C=C1Cl)Cl)SC(C(=O)OCCC(=O)OC)C